1-(4-(Trans-2-phenylcyclopropanecarbonyl)piperazin-1-yl)-2-(o-tolylthio)ethanone C1(=CC=CC=C1)[C@H]1[C@@H](C1)C(=O)N1CCN(CC1)C(CSC1=C(C=CC=C1)C)=O